[N+](=O)([O-])C1=CC=C(C=N1)N1CCC(CC1)CC=O 2-(1-(6-nitropyridin-3-yl)piperidin-4-yl)acetaldehyde